C(N)(=O)C=1C(=NN2C1NC(CC21CN(C1)C(=O)OC(C)(C)C)=O)C1=CC=C2C=CC(=NC2=C1)C1=CC=CC=C1 tert-butyl 3'-carbamoyl-5'-oxo-2'-(2-phenylquinolin-7-yl)-5',6'-dihydro-4'H-spiro[azetidine-3,7'-pyrazolo[1,5-a]pyrimidine]-1-carboxylate